C(C)(C)(C)OC(=O)NCC=1C=CC(=C(C(=O)N[C@H](C)C2=CC(=NC3=CC=CC=C23)C=2C=C(N(C2)C)C(=O)OC)C1)C methyl (R)-4-(4-(1-(5-(((tert-butoxycarbonyl)amino)methyl)-2-methylbenzamido) ethyl)quinolin-2-yl)-1-methyl-1H-pyrrole-2-carboxylate